1,5-diamino-4-methyl-1,2,3,4-tetrazolium iodide [I-].N[N+]=1N=NN(C1N)C